N-(4-amino-3,4-dioxo-1-phenylbutan-2-yl)-3-methyl-1-(5-phenylpyrimidin-2-yl)-1H-pyrazole-5-carboxamide NC(C(C(CC1=CC=CC=C1)NC(=O)C1=CC(=NN1C1=NC=C(C=N1)C1=CC=CC=C1)C)=O)=O